N-[2-methyl-4-(4,4,5,5-tetramethyl-1,3,2-dioxaborolan-2-yl)phenyl]cyclopropanecarboxamide CC1=C(C=CC(=C1)B1OC(C(O1)(C)C)(C)C)NC(=O)C1CC1